O(C1=CC=CC=C1)C1=C(OCCSCC2=NNC(N2)=O)C=C(C=C1)OC1=CC=CC=C1 3-[(2,5-diphenoxyphenoxyethylsulfanyl)methyl]-1H-1,2,4-triazol-5(4H)-one